ClC1=NC2=C(C3=CC=CC=C13)N(C1=CC3=C(C=C12)OCO3)CCCCCC(=O)NO 6-(5-chloro-12H-[1,3]dioxolo[4',5':5,6]indolo[3,2-c]isoquinolin-12-yl)-N-hydroxyhexanamide